Br.C1(=CC=C(C=C1)CN)CN 4-xylylenediamine hydrobromide